C=1(C(=CC=CC1)S(=O)(=O)[O-])C=CC=1C(=CC=CC1)S(=O)(=O)[O-] stilbene-2,2'-disulphonate